C(C1=CC=CC=C1)C=1C=NC(=NC1)N1CCN(CC1)C=1C=NN2C1C=CC(=C2)C=2C=NN(C2)C(C)OCC 3-[4-(5-benzylpyrimidin-2-yl)piperazin-1-yl]-6-[1-(1-ethoxyethyl)-1H-pyrazol-4-yl]pyrazolo-[1,5-a]pyridine